di(p-chlorophenyl)methylene(cyclopentadienyl)(2,7-dimethyl-3,6-ditert-butylfluorenyl)zirconium dichloride [Cl-].[Cl-].ClC1=CC=C(C=C1)C(=[Zr+2](C1=C(C(=CC=2C3=CC(=C(C=C3CC12)C)C(C)(C)C)C(C)(C)C)C)C1C=CC=C1)C1=CC=C(C=C1)Cl